FC(F)(F)S(=N)C(F)(F)F.C(CCC)P(CCCC)(CCCC)CCCC tetrabutyl-phosphine bistrifluoromethyl-sulfimide salt